C(C)[C@@H]1N(C[C@H](N(C1)CC1=C(C=C(C=C1)C(F)(F)F)F)CC)C=1C2=C(N(C(N1)=O)C)C=CC(=N2)C#N 4-((2S,5R)-2,5-diethyl-4-(2-fluoro-4-(trifluoromethyl)benzyl)piperazin-1-yl)-1-methyl-2-oxo-1,2-dihydropyrido[3,2-d]pyrimidine-6-carbonitrile